2-amino-3-chloro-4-iodopyridine NC1=NC=CC(=C1Cl)I